4-((3-(1-(5,8-dioxaspiro[3.4]octan-1-yl)-1H-pyrazol-4-yl)-2-cyanophenyl)amino)-6-(cyclopropanecarboxamido)pyridazine-3-carboxamide C1(CCC12OCCO2)N2N=CC(=C2)C=2C(=C(C=CC2)NC2=C(N=NC(=C2)NC(=O)C2CC2)C(=O)N)C#N